6-(trifluoromethyl)pyridine-3,4-diamine FC(C1=CC(=C(C=N1)N)N)(F)F